methyl 5-[3-(2-fluoro-4-iodo-phenoxy)propyl]-2-(5-trimethylsilylpent-4-ynylamino)-1,3-thiazole-4-carboxylate FC1=C(OCCCC2=C(N=C(S2)NCCCC#C[Si](C)(C)C)C(=O)OC)C=CC(=C1)I